4-(trans-2-aminocyclopropyl)-N-(5-methyl-1,3,4-thiadiazol-2-yl)-2-naphthamide N[C@H]1[C@@H](C1)C1=CC(=CC2=CC=CC=C12)C(=O)NC=1SC(=NN1)C